N1=C(C=CC=C1)C=1C(=C(C(=CC1C)C)N=C)C N-[(2-pyridyl)2,4,6-trimethylphenyl]methyleneamine